2,4-dimethylthiosemicarbazide CN(N)C(=S)NC